2-imidazol-1-yl-phenol N1(C=NC=C1)C1=C(C=CC=C1)O